N1=C2C(=CC=C1)CN(C2)C(=O)C2=CC=C(C=C2)C=2C=C1C(=NN(C1=CC2)C)C(=O)O 5-(4-(6,7-dihydro-5H-pyrrolo[3,4-b]pyridine-6-carbonyl)phenyl)-1-methyl-1H-indazole-3-carboxylic acid